1-(6,7-dihydro-5H-benzo[6,7]cyclohepta[1,2-c]pyridazin-3-yl)-N3-(6-(3-(4-dimethylaminopiperidin-1-yl)-(E)-propenyl)pyridin-3-yl)-1H-1,2,4-triazol-3,5-diamine N1=NC(=CC2=C1C1=C(CCC2)C=CC=C1)N1N=C(N=C1N)NC=1C=NC(=CC1)\C=C\CN1CCC(CC1)N(C)C